2-(2-(2-(2-(3-(N,N-bis(4-methoxybenzyl)sulfamoyl)-4-fluoro-5-((4-methyl-piperazin-1-yl)methyl)-1H-pyrazol-1-yl)-2-methylpropoxy)pyridin-4-yl)-4-fluoro-6-isopropylphenyl)acetic acid COC1=CC=C(CN(S(=O)(=O)C2=NN(C(=C2F)CN2CCN(CC2)C)C(COC2=NC=CC(=C2)C2=C(C(=CC(=C2)F)C(C)C)CC(=O)O)(C)C)CC2=CC=C(C=C2)OC)C=C1